8-bromo-N-(2,4-dimethoxybenzyl)-7-(trifluoromethyl)imidazo[1,5-a]quinoxaline-4-amine BrC1=C(C=C2N=C(C=3N(C2=C1)C=NC3)NCC3=C(C=C(C=C3)OC)OC)C(F)(F)F